O[C@@H]([C@@H](C)O)C1=CC(=C(C=N1)C1=NC=C2C=C(N=CC2=C1)C1(CC1)C(=O)N)C (7-(6-((1R,2R)-1,2-dihydroxypropyl)-4-methylpyridin-3-yl)-2,6-naphthyridin-3-yl)cyclopropanecarboxamide